COC=1C(=C2C=CNC2=C(C1)C)CN1[C@@H](CC2(CC(C2)C#N)CC1)C1=CC=C(C=C1)C(=O)N1CCN(CC1)C1=NC=CC=C1 (2R,4s,6S)-7-((5-methoxy-7-methyl-1H-indol-4-yl)methyl)-6-(4-(4-(pyridin-2-yl)piperazine-1-carbonyl)phenyl)-7-azaspiro[3.5]nonane-2-carbonitrile